4-(pyrimidin-4-yl)phenol N1=CN=C(C=C1)C1=CC=C(C=C1)O